Tert-butyl (S)-4-((R)-4-chloro-2'-((tetrahydro-1H-pyrrolizin-7a(5H)-yl)methoxy)-2,3,5',8'-tetrahydro-6'H-spiro[indene-1,7'-quinazolin]-4'-yl)-2-(cyanomethyl)piperazine-1-carboxylate ClC1=C2CC[C@@]3(CCC=4C(=NC(=NC4C3)OCC34CCCN4CCC3)N3C[C@@H](N(CC3)C(=O)OC(C)(C)C)CC#N)C2=CC=C1